C(C)(=O)OC1=C(C=C(C=C1Br)C(C)(C)C1=CC(=C(C(=C1)Br)OC(C)=O)Br)Br [4-[2-(4-Acetyloxy-3,5-dibromophenyl) propan-2-yl]-2,6-dibromophenyl] acetate